N-(3-chlorophenyl)-3-[1-(oxan-2-yl)indazol-6-yl]prop-2-enamide ClC=1C=C(C=CC1)NC(C=CC1=CC=C2C=NN(C2=C1)C1OCCCC1)=O